(8z)-1-Oxacycloheptadec-8-en-2-one O1C(CCCCC\C=C/CCCCCCCC1)=O